2-(1-(3-fluorobenzyl)piperidin-4-yl)-1,2,3,4-tetrahydro-2,7-naphthyridine FC=1C=C(CN2CCC(CC2)N2CC3=CN=CC=C3CC2)C=CC1